N[C@H]1CN(C[C@@H](C1)F)C(=O)C1=CC2=C(C(=C(O2)C=2N(C3=C(C=CC=C3C2)OCC2CNC2)CC2CC2)CCO)C(=C1)OC ((3R,5R)-3-amino-5-fluoropiperidin-1-yl)(2-(7-(azetidin-3-ylmethoxy)-1-(cyclopropylmethyl)-1H-indol-2-yl)-3-(2-hydroxyethyl)-4-methoxybenzofuran-6-yl)methanone